CC(C)([S@](=O)NCC1=NC=CC(=C1F)C1=C2C=CN(C2=CC(=C1)COC1=C(C=C(C=C1)F)CC(=O)OCC)C(C)C)C (S)-ethyl 2-(2-((4-(2-((1,1-dimethylethylsulfinamido)methyl)-3-fluoropyridin-4-yl)-1-isopropyl-1H-indol-6-yl)methoxy)-5-fluorophenyl)acetate